CN(CC(=O)NC=1C=NN(C1)C(C)C)C 2-(dimethylamino)-N-(1-isopropylpyrazol-4-yl)acetamide